CN1C=C(C2=CC=CC=C12)[C@H](CNS(=O)(=O)C1=CC=C2C=CNC2=C1)N1[C@@H](CCC1)C N-((R)-2-(1-methyl-1H-indol-3-yl)-2-((R)-2-methylpyrrolidin-1-yl)ethyl)-1H-indole-6-sulfonamide